CC=1C=C(C=O)C=C(C1OCOC)C 3,5-dimethyl-4-(methoxymethoxy)benzaldehyde